isooctyl acrylate (2-methylheptyl acrylate) CC(CC(C(=O)O)=C)CCCCC.C(C=C)(=O)OCCCCCC(C)C